2-((tert-butyldimethylsilyl)oxy)-4-hydroxy-3,3-dimethylbutanamide [Si](C)(C)(C(C)(C)C)OC(C(=O)N)C(CO)(C)C